C(CC(O)(C(=O)O)CC(=O)O)(=O)[O-].[Li+].C(CCC)OC1=CC=C(OC2C(CCCC2)O)C=C1 2-(4-butoxyphenoxy)cyclohexanol monolithium citrate